5-bromo-2,4-difluoro-aniline BrC=1C(=CC(=C(N)C1)F)F